C(C=C)C1CCN(CC1)C1=C(C=2CCC(C2C(=C1)Br)=O)C(=O)NC1=NC(=NC(=C1)C)N1CC(C(CC1)(F)F)C=C 5-(4-allylpiperidin-1-yl)-7-bromo-N-(2-(4,4-difluoro-3-vinylpiperidin-1-yl)-6-methylpyrimidin-4-yl)-1-oxo-2,3-dihydro-1H-indene-4-carboxamide